diphosphine melamine salt N1=C(N)N=C(N)N=C1N.P.P